CS(=O)(=O)O.S1C=CC=2C1=C1C=NNC1=CC2 6H-thieno[2,3-e]indazole methanesulfonate